C(C)(=O)O[C@H]1[C@H](CC2=C[C@@H]([C@H]3[C@@H]4[C@@H](C[C@H]([C@@H](CCCC(C)C)C)[C@]4(CC[C@@H]3[C@]2(C1)C)COC(C)=O)OC(C)=O)OC(C)=O)O 2alpha,7beta,15beta,18-tetraacetoxy-cholest-5-en-3alpha-ol